2-(4-aminophenyl)-2-methylpropanoic acid tert-butyl ester C(C)(C)(C)OC(C(C)(C)C1=CC=C(C=C1)N)=O